(2S)-2-(((2-(3-chlorophenyl)-1-phenylethoxy)carbonyl)amino)-3-cyclohexylpropanoic acid ClC=1C=C(C=CC1)CC(OC(=O)N[C@H](C(=O)O)CC1CCCCC1)C1=CC=CC=C1